(+-)-5,7-dibromo-1-sec-butyl-pyrazolo[4,3-b]Pyridine BrC1=CC(=C2C(=N1)C=NN2[C@H](C)CC)Br |r|